titanium (iv) hydroxide [OH-].[Ti+4].[OH-].[OH-].[OH-]